O1C(OCC1)CCCCS(=O)(=O)\C=C/[C@@H](C)N (R,Z)-4-((4-(1,3-Dioxolan-2-yl)butyl)sulfonyl)but-3-en-2-amine